4-[[6-[6-(3-cyclopropyl-1,2,4-triazol-1-yl)-2-azaspiro[3.3]heptane-2-carbonyl]-2,6-diazaspiro[3.3]heptan-2-yl]sulfonyl]benzonitrile C1(CC1)C1=NN(C=N1)C1CC2(CN(C2)C(=O)N2CC3(CN(C3)S(=O)(=O)C3=CC=C(C#N)C=C3)C2)C1